N=1C=NN2C1C=C(C=C2)OC2=C(C=C(C=C2)C2(NC=NC1=CC(=CC(=C21)OC2C(CN(CC2)C)(F)F)N)N)C 4-(4-([1,2,4]Triazolo[1,5-a]Pyridin-7-yloxy)-3-methylphenyl)-5-((3,3-difluoro-1-methylpiperidin-4-yl)oxy)quinazoline-4,7-diamine